[6-[3-(1-hydroxycyclopropyl)-1,2,4-triazol-1-yl]-2-azaspiro[3.3]heptan-2-yl]-[6-[[4-(trifluoromethyl)triazol-2-yl]methyl]-2-azaspiro[3.3]heptan-2-yl]methanone OC1(CC1)C1=NN(C=N1)C1CC2(CN(C2)C(=O)N2CC3(C2)CC(C3)CN3N=CC(=N3)C(F)(F)F)C1